N[C@@H]1CN(CC1)S(=O)(=O)NC(=O)C=1C(=NC(=CC1)C1=CC=C(C=C1)C(F)(F)F)N1C(C[C@@H](C1)C)(C)C N-[(3S)-3-Aminopyrrolidin-1-yl]sulfonyl-6-[4-(trifluoromethyl)phenyl]-2-[(4S)-2,2,4-trimethylpyrrolidin-1-yl]pyridin-3-carboxamid